6-(6'-amino-6-((dimethylamino)methyl)-2'-fluoro-5-morpholino-[2,3'-bipyridin]-5'-yl)-7-fluoro-3,4-dihydroisoquinolin-1(2H)-one NC1=C(C=C(C(=N1)F)C1=NC(=C(C=C1)N1CCOCC1)CN(C)C)C=1C=C2CCNC(C2=CC1F)=O